5-chloro-2-(3,5-di-sec-butyl-2-hydroxyphenyl)-2H-benzotriazole ClC1=CC=2C(=NN(N2)C2=C(C(=CC(=C2)C(C)CC)C(C)CC)O)C=C1